trans-6-(6-chloro-4-(3-methylmorpholin-2-yl)pyridin-2-yl)-N-methylpyrimidine-4-carboxamide ClC1=CC(=CC(=N1)C1=CC(=NC=N1)C(=O)NC)[C@H]1[C@@H](NCCO1)C